BrC1=CC2=C(OC=C2C)C=2OC=CC21 5-bromo-3-methylbenzo[1,2-b:6,5-b']difuran